BrCC(COC1OCCCC1)CBr 2-[3-bromo-2-(bromomethyl)propoxy]tetrahydropyran